2-fluoro-1-(3-(5-methoxy-3-(4-(trifluoromethyl)phenyl)-1H-pyrazolo[3,4-b]pyridin-1-yl)azetidin-1-yl)propan-2-en-1-one FC(C(=O)N1CC(C1)N1N=C(C=2C1=NC=C(C2)OC)C2=CC=C(C=C2)C(F)(F)F)=C